COCCN1CCC(CC1)C1=CC=C(C=C1)B1OC(C(O1)(C)C)(C)C 1-(2-methoxyethyl)-4-(4-(4,4,5,5-tetramethyl-1,3,2-dioxaborolan-2-yl)phenyl)piperidine